1-(4'-chlorophenyl)-4-phenyl-3-butyn-1-ol ClC1=CC=C(C=C1)C(CC#CC1=CC=CC=C1)O